OC1=CC=C(C=C1)CN1CCC(CC1)CCNC(=O)C1CCN(CC1)C1=CC=C(C=C1)OC(F)(F)F N-(2-{1-[(4-hydroxyphenyl)methyl]piperidin-4-yl}ethyl)-1-[4-(trifluoromethoxy)phenyl]piperidine-4-carboxamide